C(C)(C)C1CC=C(CC1C)C(C=O)(C)C (4-isopropyl-5-methylcyclohex-1-en-1-yl)-2-methylpropanal